The molecule is the 5-formimidoyl derivative of tetrahydrofolic acid. It has a role as a mouse metabolite. It is a conjugate acid of a 5-formimidoyltetrahydrofolate(2-). C1[C@@H](N(C2=C(N1)N=C(NC2=O)N)C=N)CNC3=CC=C(C=C3)C(=O)N[C@@H](CCC(=O)O)C(=O)O